CC(C)(COP(=O)(O)O)[C@H](C(=O)NCCC(=O)[O-])O The molecule is an amidoalkyl phosphate. It derives from a (R)-pantothenic acid. It is a conjugate base of a (R)-4'-phosphopantothenic acid. It is a conjugate acid of a (R)-4'-phosphopantothenate(2-).